2-(2-(ethylsulfanyl)-7-(4-fluorophenyl)pyrazolo[1,5-a]pyrimidin-3-yl)-3-methyl-6-(trifluoromethyl)-3H-imidazo[4,5-c]pyridine C(C)SC1=NN2C(N=CC=C2C2=CC=C(C=C2)F)=C1C1=NC2=C(C=NC(=C2)C(F)(F)F)N1C